triphenyl-N,N',N''-tris(9-phenylcarbazol-3-yl)benzene-1,3,5-triamine C1(=CC=CC=C1)C1=C(C(=C(C(=C1NC=1C=CC=2N(C3=CC=CC=C3C2C1)C1=CC=CC=C1)C1=CC=CC=C1)NC=1C=CC=2N(C3=CC=CC=C3C2C1)C1=CC=CC=C1)C1=CC=CC=C1)NC=1C=CC=2N(C3=CC=CC=C3C2C1)C1=CC=CC=C1